4-chloro-7-(phenylsulfonyl)-7H-pyrrolo[2,3-d]pyrimidine-5-carboxylate ClC=1C2=C(N=CN1)N(C=C2C(=O)[O-])S(=O)(=O)C2=CC=CC=C2